C[C@@H]1CN(C[C@@H](N1)C)C1=C2C=CC(=NC2=C(C=C1)C(=O)NC=1N=C(C=2N(C1)C=C(N2)C)OC)OC 5-[(3R,5S)-3,5-dimethylpiperazin-1-yl]-2-methoxy-N-{8-methoxy-2-methylimidazo[1,2-a]pyrazin-6-yl}quinoline-8-carboxamide